O=C1N(CCC(N1)=O)C=1C=NC=CC1CN1CCN(CC1)C1=CC(=C(C=C1)NC1=NC=C(C(=C1)NC1=C(C(=O)NC)C=CC=C1)C(F)(F)F)OC 2-((2-((4-(4-((3-(2,4-dioxotetrahydropyrimidin-1(2H)-yl)pyridin-4-yl)methyl)piperazin-1-yl)-2-methoxyphenyl)amino)-5-(trifluoromethyl)pyridin-4-yl)amino)-N-methylbenzamide